N(=[N+]=[N-])[C@H]1[C@@H](O[C@@H]([C@H]1O)CO)N1C=NC=2C(N)=NC=NC12 2'-azido-deoxyadenosine